N(=C=S)C1=C(C=C(C(=O)C2=CC(=C(C=C2)N=C=S)C)C=C1)C 4,4'-diisothiocyanato-3,3'-dimethylbenzophenone